N'-[2-cyano-4,5-bis(2-chloroethoxy)phenyl]-N,N-dimethylformamidine C(#N)C1=C(C=C(C(=C1)OCCCl)OCCCl)N=CN(C)C